(1s,4s)-6'-bromo-4-(3-chloro-2-fluoroanilino)-2'H-spiro[cyclohexane-1,5'-indeno[5,6-d][1,3]dioxole]-4-carboxylic acid BrC=1C2(C3=CC4=C(OCO4)C=C3C1)CCC(CC2)(C(=O)O)NC2=C(C(=CC=C2)Cl)F